3-[2-[4-(8-chloro-4-oxo-chromen-2-yl)-2-methyl-phenoxy]ethoxy]cyclobutanecarboxylic acid ClC=1C=CC=C2C(C=C(OC12)C1=CC(=C(OCCOC2CC(C2)C(=O)O)C=C1)C)=O